4-(4-amino-2-{4-[(2-fluoro-1-oxoprop-2-enyl)amino]phenyl}-7-(3-hydroxyprop-1-ynyl)-1-methylpyrrolo[3,2-c]pyridin-3-yl)-2-chloro-N-(2,2,2-trifluoroethyl)benzamide NC1=NC=C(C2=C1C(=C(N2C)C2=CC=C(C=C2)NC(C(=C)F)=O)C2=CC(=C(C(=O)NCC(F)(F)F)C=C2)Cl)C#CCO